N-(5-(((5-(tert-butyl)oxazol-2-yl)methyl)thio)thiazol-2-yl)-1'-((2-(2,6-dioxopiperidin-3-yl)-7-fluoro-1-oxoisoindolin-5-yl)methyl)-[1,4'-bipiperidine]-4-carboxamide C(C)(C)(C)C1=CN=C(O1)CSC1=CN=C(S1)NC(=O)C1CCN(CC1)C1CCN(CC1)CC=1C=C2CN(C(C2=C(C1)F)=O)C1C(NC(CC1)=O)=O